3-chloro-4-(7-(3,4-dimethoxyphenyl)pyrazolo[1,5-a]pyrimidine-2-carboxamido)benzoic acid ClC=1C=C(C(=O)O)C=CC1NC(=O)C1=NN2C(N=CC=C2C2=CC(=C(C=C2)OC)OC)=C1